NC(S(=O)(=O)O)=O amino(oxo)methanesulfonic acid